C(C)(C)(C)OC(NCC1=C2C(=NC=3C=C(C(=C(C13)Br)C)F)C1=CC3=C(C(N1C2)=O)COC([C@]3(O)CC)=O)=O (S)-((10-bromo-4-ethyl-8-fluoro-4-hydroxy-9-methyl-3,14-dioxo-3,4,12,14-tetrahydro-1H-pyrano[3',4':6,7]indolizino[1,2-b]quinolin-11-yl)methyl)carbamic acid tert-butyl ester